BrC=1C=CC2=C(OC3=C2C=CC(=C3)Br)C1 3,7-dibromodibenzofuran